BrC=1C=C2C3(C(NC2=CC1)=O)CCC(CC3)(F)F 5'-Bromo-4,4-difluorospiro[cyclohexane-1,3'-indolin]-2'-one